C(C)N1C=C(C2=C(C=CC=C12)CC1=CC=C(C=C1)C(F)(F)F)C(=O)NCC1CCC(CC1)C(=O)OC methyl (1r,4r)-4-[[[1-ethyl-4-[[4-(trifluoromethyl) phenyl]methyl]indole-3-carbonyl]amino]methyl]cyclohexanecarboxylate